C1(CCCCC1)C(C(=O)OC)CCC1=CC(=CC=C1)OC methyl 2-cyclohexyl-4-(3-methoxyphenyl)butanoate